FC1(CCC(CC1)C(=O)NC[C@H]1NC([C@H](SCC1)C1=CC=C(C=C1)OC1=CC=CC=C1)=O)F 4,4-difluoro-N-[[(2R,5S)-3-oxo-2-(4-phenoxyphenyl)-1,4-thiazepan-5-yl]methyl]cyclohexanecarboxamide